FC1(CCC(CC1)[C@H](NC(=O)[C@@H]1[C@H](C1)F)C1=NC2=C(N1)C=CC(=C2)[C@@H](C)NC(CCC(F)(F)F)=O)F (1R,2S)-N-((S)-(4,4-Difluorocyclohexyl)(5-((R)-1-(4,4,4-trifluorobutanamido)ethyl)-1H-benzo[d]imidazol-2-yl)methyl)-2-fluorocyclopropane-1-carboxamide